methyl 5-chloro-1-((2-phenylpyrimidin-5-yl) methyl)-1H-indazole-7-carboxylate ClC=1C=C2C=NN(C2=C(C1)C(=O)OC)CC=1C=NC(=NC1)C1=CC=CC=C1